OC1=CC=C(C=C1)N1C(=NC2=CC=CC(=C2C1=O)OC)C 3-(4-hydroxyphenyl)-5-methoxy-2-methyl-quinazolin-4(3H)-one